(2-ethoxy-2-oxo-ethyl) 1-(5-amino-2-chloro-4-fluoro-phenoxy)-cyclopropanecarboxylate NC=1C(=CC(=C(OC2(CC2)C(=O)OCC(=O)OCC)C1)Cl)F